ClC1=C2C(=NC=C1)N(N=C2N2CCN(CC2)C(=O)OC(C)(C)C)C2=CC=C(C=C2)OC(F)(F)F tert-butyl 4-(4-chloro-1-(4-(trifluoromethoxy)phenyl)-1H-pyrazolo[3,4-b]pyridin-3-yl)piperazine-1-carboxylate